Benzo[ghi]perylen C1=CC=2C=3C4=C1C=CC1=CC=CC(C5=CC=CC(=CC2)C35)=C14